4-[(1-carbamoyl-1-methylethyl)carbamoyl]-4-(2-phenylacetamido)piperidine-1-carboxylate C(N)(=O)C(C)(C)NC(=O)C1(CCN(CC1)C(=O)[O-])NC(CC1=CC=CC=C1)=O